NC1=CC(=C(C=C1)C(=O)N1CCN(CC1)C)F (4-amino-2-fluorophenyl)(4-methylpiperazine-1-yl)methanone